(6-(2-(4-bromopyridin-2-yl)-2-methylpropanoyl)pyridin-3-yl)-2-(4-(ethylsulfonyl)phenyl)acetamide BrC1=CC(=NC=C1)C(C(=O)C1=CC=C(C=N1)C(C(=O)N)C1=CC=C(C=C1)S(=O)(=O)CC)(C)C